C(C)(C)(C)OC(=O)N1[C@@H]2[C@@H]([C@@H](C[C@H]1CC2)N(C)C=2N=NC(=CN2)C2=C(C=C(C=C2)Br)O)F (1S,2R,3R,5R)-3-((6-(4-bromo-2-hydroxyphenyl)-1,2,4-triazin-3-yl)(methyl)amino)-2-fluoro-8-azabicyclo[3.2.1]octane-8-carboxylic acid tert-butyl ester